1-Cyclopropyl-7-fluoro-6-(1'-isobutyl-[1,4'-bipiperidin]-4-yl)-2-(4-(methylsulfonyl)phenyl)-1H-benzo[d]imidazol C1(CC1)N1C(=NC2=C1C(=C(C=C2)C2CCN(CC2)C2CCN(CC2)CC(C)C)F)C2=CC=C(C=C2)S(=O)(=O)C